BrC1=CC(=C(C(=C1)F)SCCCC(=O)OCC)F ethyl 4-(4-bromo-2,6-difluoro-phenylthio)-butyrate